NC(C([C@H](CC1=CC=CC=C1)NC(=O)C=1C(=NSC1C1=CC=CC=C1)C)=O)=O (S)-N-(4-AMINO-3,4-DIOXO-1-PHENYLBUTAN-2-YL)-3-METHYL-5-PHENYLISOTHIAZOLE-4-CARBOXAMIDE